(4-bromo-2,6-dimethoxybenzyl)triphenylphosphonium chloride [Cl-].BrC1=CC(=C(C[P+](C2=CC=CC=C2)(C2=CC=CC=C2)C2=CC=CC=C2)C(=C1)OC)OC